[N+](=O)([O-])C1=CC(=CC2=C1NOO2)C(=O)N(C)C 4-nitro-N,N-dimethyl-2-oxa-2,3-dihydrobenzo[d]oxazole-6-carboxamide